NC=1C=C(C(=C(C(=O)OCC)C1)C=1C=NC(=CC1)C(CC)(F)F)F Ethyl 5-amino-2-[6-(1,1-difluoropropyl)-pyridin-3-yl]-3-fluorobenzoate